BrC1=C(C=2CC3N(C2C=C1F)C(CC3)=O)F 7-Bromo-6,8-difluoro-1,2,9,9a-tetrahydro-3H-pyrrolo[1,2-a]indol-3-one